ClC=1C(=NC=C(C1)C(F)(F)F)CC/N=C/1\CCCC=2C3=CC(=C(C=C3NC12)F)F (E)-N-(2-(3-chloro-5-(trifluoromethyl)pyridin-2-yl)ethyl)-6,7-difluoro-2,3,4,9-tetrahydro-1H-carbazole-1-imine